Cl.Cl.C(C1=CC=CC=C1)OC(=O)C=1C=2C=C(C=NC2C=CC1OC[C@@H](CC1=CC=CC=C1)N)F (R)-6-(2-amino-3-phenylpropoxy)-3-fluoroquinoline-5-carboxylic acid benzyl ester dihydrochloride